bis(2,6-dimethylphenyl)borane CC1=C(C(=CC=C1)C)BC1=C(C=CC=C1C)C